N-(4-(4-amino-7-methyl-5-(4-((6-methylpyridin-2-yl)oxy)phenyl)pyrrolo[2,1-f][1,2,4]triazin-6-yl)phenyl)methacrylamide NC1=NC=NN2C1=C(C(=C2C)C2=CC=C(C=C2)NC(C(=C)C)=O)C2=CC=C(C=C2)OC2=NC(=CC=C2)C